ClC=1C2=C(N=C(N1)C)N=C(C(=C2)N2CCN(CC2)C(C)C)Cl 4,7-dichloro-6-(4-isopropylpiperazin-1-yl)-2-methylpyrido[2,3-d]pyrimidine